6-(5-(1-ethoxyvinyl)-1,3,4-thiadiazol-2-yl)-N,N-dimethylpyrazin-2-amine C(C)OC(=C)C1=NN=C(S1)C1=CN=CC(=N1)N(C)C